trimethoxyheptadecafluorodecyl-silane CO[Si](C(C(C(C(C(C(C(CCC(F)(F)F)(F)F)(F)F)(F)F)(F)F)(F)F)(F)F)(F)F)(OC)OC